5-carbamoyl-4-(7-chlorothieno[2,3-c]pyridin-2-yl)-2-{[(4-fluorophenyl)oxy]methyl}-6-(2-methylpropyl)pyridine-3-carboxylic acid C(N)(=O)C=1C(=C(C(=NC1CC(C)C)COC1=CC=C(C=C1)F)C(=O)O)C1=CC=2C(=C(N=CC2)Cl)S1